tert-butyl (1S,4S)-5-{8-(benzyloxy)-7-bromo-6-iodo-2-[(oxan-4-yl)oxy]quinazolin-4-yl}-2,5-diazabicyclo[2.2.1]heptane-2-carboxylate C(C1=CC=CC=C1)OC=1C(=C(C=C2C(=NC(=NC12)OC1CCOCC1)N1[C@@H]2CN([C@H](C1)C2)C(=O)OC(C)(C)C)I)Br